CC=1N=C(SC1[N+](=O)[O-])NC(=O)C1=C(C=CC=C1)NC(CCC(=O)O)=O 4-((2-((4-methyl-5-nitrothiazol-2-yl)carbamoyl)phenyl)amino)-4-oxobutanoic acid